N1(CCOCC1)C1=CC=C(C=C1)NC1=NC=CC(=N1)C=1C=C(C=CC1)NC(C=CC)=O N-(3-(2-(4-morpholinylphenylamino)pyrimidin-4-yl)phenyl)-2-butenamide